4,7-dibromo-N1,N1,N3,N3-tetramethylbenzo[c]thiophene-1,3-dicarboxamide BrC1=CC=C(C2=C(SC(=C21)C(=O)N(C)C)C(=O)N(C)C)Br